FC(C(=O)N1CC(C1)N1N=C(C2=C1CCOC2)C2=CC=C(C=C2)C(F)(F)F)=C 2-fluoro-1-(3-(3-(4-(trifluoro-methyl)phenyl)-6,7-dihydro-pyrano-[4,3-c]pyrazol-1(4H)-yl)-azetidin-1-yl)prop-2-en-1-one